5-(((Trans-3-(3-cyclopropyl-4-(1-(2,2,2-trifluoroethyl)-1H-pyrazolo[4,3-c]pyridin-6-yl)-1H-pyrazol-1-yl)cyclobutyl)methyl)amino)-2-(2,6-dioxopiperidin-3-yl)isoindoline-1,3-dione C1(CC1)C1=NN(C=C1C1=CC2=C(C=N1)C=NN2CC(F)(F)F)[C@@H]2C[C@H](C2)CNC=2C=C1C(N(C(C1=CC2)=O)C2C(NC(CC2)=O)=O)=O